FC(C1=CC=2N(C=C1)C(=CN2)C2=C1CNC(C1=C(C=C2)NC2=NC=C(C=C2)C2(CCOCC2)O)=O)F 4-(7-(difluoro-methyl)imidazo[1,2-a]pyridin-3-yl)-7-((5-(4-hydroxytetra-hydro-2H-pyran-4-yl)pyridin-2-yl)amino)isoindolin-1-one